[3-[7-ethynyl-2-(methylamino)pyrido[2,3-d]pyrimidin-6-yl]-4-methylphenyl]-2-(trifluoromethyl)pyridine-4-carboxamide C(#C)C=1C(=CC2=C(N=C(N=C2)NC)N1)C=1C=C(C=CC1C)C=1C(=NC=CC1C(=O)N)C(F)(F)F